1-Formylisoquinoline thiosemicarbazone C(C1=NC=CC2=CC=CC=C12)=NNC(=S)N